2-(6-{5-chloro-2-[(oxan-4-yl)amino]pyrimidin-4-yl}-1-oxo-2,3-dihydro-1H-isoindol-2-yl)-N-[1-(3,5-dimethylphenyl)propan-2-yl]acetamide ClC=1C(=NC(=NC1)NC1CCOCC1)C1=CC=C2CN(C(C2=C1)=O)CC(=O)NC(CC1=CC(=CC(=C1)C)C)C